C(C#CC)(C(=O)OCC)C(=O)[O-] ethyl butynedicarboxylate